C(C)[Si](OC(CCC(C=C)=O)CCCCCCC)(CC)CC 6-((triethylsilyl)oxy)tridec-1-en-3-one